NC(CNC(=O)C1=NC(=CN=C1)C=1NC2=CC=CC=C2C1CC)(C)C N-(2-amino-2-methylpropyl)-6-(3-ethyl-1H-indol-2-yl)pyrazine-2-carboxamide